BrC1=CC(=C(CN2CC=C3N2C=CC=N3)C=C1)Cl N-(4-bromo-2-chlorobenzyl)pyrazolo[1,5-a]pyrimidine